1-(2-(5-(p-tolyl)-1H-imidazol-2-yl)piperazin-1-yl)propan-1-one C1(=CC=C(C=C1)C1=CN=C(N1)C1N(CCNC1)C(CC)=O)C